FC(C(=O)N1CC(C1)N1N=C(C2=NC=CC=C21)C2=C(C=C(C=C2)C(F)(F)F)F)=C 2-fluoro-1-(3-(3-(2-fluoro-4-(trifluoromethyl)phenyl)-1H-pyrazolo[4,3-b]pyridin-1-yl)azetidin-1-yl)prop-2-en-1-one